ClC=1C=C(C=C(C1)Cl)C1(CC(=NO1)C1=CC(=C(C(=O)NC2=NN(C(=N2)COC)CC#C)C=C1)C)C(F)(F)F 4-(5-(3,5-dichlorophenyl)-5-(trifluoromethyl)-4,5-dihydroisoxazol-3-yl)-N-(5-(methoxymethyl)-1-(prop-2-yn-1-yl)-1H-1,2,4-triazol-3-yl)-2-methylbenzamide